(E)-3-(4-((E)-2-(4-fluoro-3-methylphenyl)-1-(1H-indazol-5-yl)but-1-en-1-yl)phenyl)acrylic acid FC1=C(C=C(C=C1)/C(=C(/C=1C=C2C=NNC2=CC1)\C1=CC=C(C=C1)/C=C/C(=O)O)/CC)C